1-Methyl-3-ethylpiperidinium triflat [O-]S(=O)(=O)C(F)(F)F.C[NH+]1CC(CCC1)CC